(3-(2-((4-bromobenzyl)oxy)naphthalen-1-yl)propyl)cyclohexylamine BrC1=CC=C(COC2=C(C3=CC=CC=C3C=C2)CCCNC2CCCCC2)C=C1